4-(2-bromoethoxy)quinazoline BrCCOC1=NC=NC2=CC=CC=C12